5-carboxymethyl-2'-O-methyluridine C(=O)(O)CC=1C(NC(N([C@H]2[C@H](OC)[C@H](O)[C@@H](CO)O2)C1)=O)=O